5-(chloromethyl)-1-methyl-1H-pyrazole-3-carboxylic acid, methyl ester ClCC1=CC(=NN1C)C(=O)OC